C(CCCCCCCCCCCCCCCCC)N(CCCCCCCCCCCCCCCCCC)CCCCCCCCCCCCCCCCCC tristearyl-amine